OC[C@H](C1=CC=CC=C1)NC1=CC(=NC=C1C(=O)O)NC1=CC2=C(B(OC2C)O)C=C1 4-(((S)-2-hydroxy-1-phenylethyl)amino)-6-((1-hydroxy-3-methyl-1,3-dihydrobenzo[c][1,2]oxaborol-5-yl)amino)nicotinic acid